C(C)(=O)OC[C@@H]1O[C@@H]([C@H]([C@@H]([C@@H]1CC(=O)O)CC(=O)O)OCC1=CC=CC=C1)CC(C)C.ClC1=CC(=C(CSCC2=NC(=CC=C2)OC2CCNCC2)C=C1)F 2-((4-chloro-2-fluorobenzylthio)methyl)-6-(piperidin-4-yloxy)pyridine (2R,3S,4R,5S,6R)-2-(acetoxymethyl)-5-(benzyloxy)-6-isobutyltetrahydro-2H-pyran-3,4-diyl-diacetate